NC1=NC=C(C(=N1)NC1CCC(CC1)O)C(F)(F)F (1s,4s)-4-((2-amino-5-trifluoromethylpyrimidin-4-yl)amino)cyclohexanol